imidazo[1,2-a]pyridine-3-carbonyl chloride N=1C=C(N2C1C=CC=C2)C(=O)Cl